FC1=C(C#N)C=CC(=C1)C1=C2C(=CN=C1C=1C=C3C=NN(C3=CC1)C)N(C=C2)CC2CCNCC2 2-fluoro-4-(5-(1-methyl-1H-indazol-5-yl)-1-(piperidin-4-ylmethyl)-1H-pyrrolo[2,3-c]pyridin-4-yl)benzonitrile